N1C(CC2=C1C=CC=N2)=O pyrrolo[2,3-e]pyridin-2(1H)-one